(S)-N-Hydroxy-2-(((2-(3-(1-hydroxyethyl)phenyl)-4-morpholinothieno[3,2-d]pyrimidin-6-yl)methyl)(methyl)amino)pyrimidine-5-carboxamide ONC(=O)C=1C=NC(=NC1)N(C)CC1=CC=2N=C(N=C(C2S1)N1CCOCC1)C1=CC(=CC=C1)[C@H](C)O